6-methoxy-1H-indazol COC1=CC=C2C=NNC2=C1